N-(2,6-dioxopiperidin-3-yl)-2-fluoro-3-(3-oxothiomorpholinyl)methylbenzamide O=C1NC(CCC1NC(C1=C(C(=CC=C1)CN1C(CSCC1)=O)F)=O)=O